tert-Butyl 4-(4-methyl-6-(2-methyl-2H-indazol-5-yl)quinolin-2-yl)-3,6-dihydropyridine-1(2H)-carboxylate CC1=CC(=NC2=CC=C(C=C12)C1=CC2=CN(N=C2C=C1)C)C=1CCN(CC1)C(=O)OC(C)(C)C